ClC1=C(C=C(C=C1)C1=C2C(=NN1C)[C@@H]1CCC[C@H](C2)N1C(=O)C=1C=C2N=CC=NC2=CC1)F ((5R,9S)-3-(4-Chloro-3-fluorophenyl)-2-methyl-4,5,6,7,8,9-hexahydro-2H-5,9-epiminocycloocta[c]pyrazol-10-yl)(quinoxalin-6-yl)methanone